FC1(OC2=C(O1)C=CC(=C2)C2(CC2)C(=O)NC=2NC(C1=CC=CC=C1C2)=C2CC=C(C(=O)O)C=C2)F 4-(3-(1-(2,2-difluorobenzo[d][1,3]dioxol-5-yl)cyclopropanecarboxamido)isoquinoline-1-yl-Yl)benzoic acid